tert-Butyl (4-((2-((8-carbamoylbenzo[c][2,6]naphthyridin-5-yl)amino)ethyl)(methyl)amino)butyl)(3-chloro-4-(trifluoromethoxy)benzyl)carbamate C(N)(=O)C=1C=CC2=C(N=C(C3=CC=NC=C23)NCCN(CCCCN(C(OC(C)(C)C)=O)CC2=CC(=C(C=C2)OC(F)(F)F)Cl)C)C1